ClC1=NC=C(C(=N1)NC=1C=CC=C2CCCN(C12)S(=O)(=O)C)C(=O)OC(C)C isopropyl 2-chloro-4-((1-(methylsulfonyl)-1,2,3,4-tetrahydroquinolin-8-yl)amino)pyrimidin-5-carboxylate